tert-Butyl (1-(5-((6-(3,5-dichlorophenyl)-4-(hydroxymethyl)pyridin-2-yl)oxy)pyrimidin-2-yl)piperidin-4-yl)carbamate ClC=1C=C(C=C(C1)Cl)C1=CC(=CC(=N1)OC=1C=NC(=NC1)N1CCC(CC1)NC(OC(C)(C)C)=O)CO